tert-Butylimino-tri(pyrrolidino)phosphoran C(C)(C)(C)N=P(N1CCCC1)(N1CCCC1)N1CCCC1